methyl 5-(6-cyanobenzo[d]oxazol-2-yl)-2-(7-fluoro-3,4-dihydrobenzo[b][1,4]oxazepine-5(2H)-yl)isonicotinate C(#N)C1=CC2=C(N=C(O2)C2=CN=C(C=C2C(=O)OC)N2C3=C(OCCC2)C=CC(=C3)F)C=C1